CC1=C2C=CC=NC2=C(C(=C1C)C)S(=O)(=O)NC1=C(C=CC=C1)C#CC=1C=CC=NC1 5-{2-[2-(5,6,7-Trimethylchinolin-8-sulfonamido)phenyl]ethynyl}pyridin